(1S,2R,5R)-2-methoxyethyl-3-((6-(4-fluorophenoxy)pyridin-3-yl)sulfonyl)-2-(hydroxycarbamoyl)-3,8-diazabicyclo[3.2.1]octane-8-carboxylic acid COCC[C@]12[C@@H](N(C[C@@H](CC1)N2C(=O)O)S(=O)(=O)C=2C=NC(=CC2)OC2=CC=C(C=C2)F)C(NO)=O